C(C)(C)(C)OC(=O)N1[C@H]([C@H](C1)OC1=CC(=CC=C1)COC1=C(C=C(C=C1)Cl)Cl)C (2s,3s)-3-(3-((2,4-dichlorophenoxy)methyl)phenoxy)-2-methylazetidine-1-carboxylic acid tert-butyl ester